3-(difluoromethyl)-2-(1-mesyl-3-piperidyl)-1-oxido-pyridin-1-ium FC(C=1C(=[N+](C=CC1)[O-])C1CN(CCC1)S(=O)(=O)C)F